C1(=CC=CC=C1)[C@@H]1N(CCC2=CC=CC=C12)C(=O)O[C@H]1CN2CCC1CC2 (3R)-1-azabicyclo[2.2.2]octan-3-yl (1S)-1-phenyl-1,2,3,4-tetrahydroisoquinoline-2-carboxylate